4-(3-((8-chloro-6-fluoro-1-methyl-[1,2,4]triazolo[4,3-a]quinazolin-5-yl)(2,2-difluoroethyl)amino)-5-fluorophenyl)-2-methylbut-3-yn-2-ol ClC1=CC(=C2C(=NC=3N(C2=C1)C(=NN3)C)N(C=3C=C(C=C(C3)F)C#CC(C)(O)C)CC(F)F)F